(R)-N,N-BIS(4-METHOXYBENZYL)-1-PHENYLPENT-4-ENE-2-SULFONAMIDE COC1=CC=C(CN(S(=O)(=O)[C@@H](CC2=CC=CC=C2)CC=C)CC2=CC=C(C=C2)OC)C=C1